C1(=CC=CC=C1)C1(C2=CC=CC=C2C=2C=CC(=CC12)B1OC(C(O1)(C)C)(C)C)C1=CC=CC=C1 2-(9,9-diphenyl-9H-fluoren-2-yl)-4,4,5,5-tetramethyl-1,3,2-dioxaborolane